(Z)-3-(4-(2-fluoro-3-hydroxyprop-1-en-1-yl)-1-oxoisoindolin-2-yl)piperidine-2,6-dione F\C(=C/C1=C2CN(C(C2=CC=C1)=O)C1C(NC(CC1)=O)=O)\CO